{[1-(4H-1,2,4-triazole-3-sulfonyl)azetidin-3-yl]oxy}-3,4-dihydro-2H-1,2-benzoxaborinine-8-carboxylic acid N=1N=C(NC1)S(=O)(=O)N1CC(C1)OB1OC2=C(CC1)C=CC=C2C(=O)O